2-(2-(4-amino-6-(hydroxymethyl)-9H-pyrimido[4,5-b]indol-9-yl)acetyl)-N-(6-bromopyridin-2-yl)-2-azabicyclo[3.1.0]hexane-3-carboxamide NC1=NC=NC=2N(C3=CC=C(C=C3C21)CO)CC(=O)N2C1CC1CC2C(=O)NC2=NC(=CC=C2)Br